1-({2-fluoro-4-[(2-oxopyrrolidin-1-yl)methyl]phenyl}methyl)-1,3-dihydro-2H-benzimidazol-2-one FC1=C(C=CC(=C1)CN1C(CCC1)=O)CN1C(NC2=C1C=CC=C2)=O